C(C(C)C)C=1C=C2C(=CNC2=CC1)C1CCN(CC1)CCCC1=C(C=CC=C1)C(F)(F)F 5-isobutyl-3-[1-[3-[2-trifluoromethylphenyl]propyl]-4-piperidinyl]-1H-indole